C(C)(C)(C)OC(=O)N1C2CN(CC1CC2)C2=NC(=NC1=C(C(=C(C=C21)Cl)C2=CC=C(C1=C2N=C(S1)NC(=O)OC(C)(C)C)F)Cl)Cl tert-butyl-3-(7-(2-((tert-butoxycarbonyl)amino)-7-fluorobenzo[d]thiazol-4-yl)-2,6,8-trichloroquinazolin-4-yl)-3,8-diazabicyclo[3.2.1]octane-8-carboxylate